(5'h,7'h-spiro[cyclohexane-1,4'-thieno[2,3-c]pyran]-7'-yl)methylamine S1C=CC2=C1C(OCC21CCCCC1)CN